4-(2-{Bicyclo[2.2.1]heptan-2-yl}acetamido)-N-(1-cyano-1-methylethyl)pyridin C12C(CC(CC1)C2)CC(=O)NC2=CCN(C=C2)C(C)(C)C#N